N-(1-(4-chlorophenyl)-2,2,2-trifluoroethyl)-N-methyl-[1,2,3]triazolo[1,5-a]pyridine-5-sulfonamide ClC1=CC=C(C=C1)C(C(F)(F)F)N(S(=O)(=O)C1=CC=2N(C=C1)N=NC2)C